BrC=1C=C2N(N1)CCC2 2-Bromo-5,6-dihydro-4H-pyrrolo[1,2-b]pyrazole